(1S,3aR,6aS)-2-(3-cyano-6-methyl-4-(trifluoromethyl)pyridin-2-yl)octahydrocyclopenta[c]pyrrole-1-carboxylic acid C(#N)C=1C(=NC(=CC1C(F)(F)F)C)N1[C@@H]([C@@H]2[C@H](C1)CCC2)C(=O)O